4-fluoro-N-[(2-methoxyethoxy)methyl]benzamide FC1=CC=C(C(=O)NCOCCOC)C=C1